C(C)(C)O[Mg]Cl Isopropoxymagnesium chlorid